2-[4-(Trifluoromethyl)cyclohexyl]pyrimidin-5-ol FC(C1CCC(CC1)C1=NC=C(C=N1)O)(F)F